NC=1N=C(C2=C(N1)C=CN(C2=O)CC2=C(C=C(C=C2)CNC)OC)N[C@H](C)CCC (R)-2-amino-6-(2-methoxy-4-((methylamino)methyl)benzyl)-4-(pentan-2-ylamino)pyrido[4,3-d]pyrimidin-5(6H)-one